ClC=1C(=NC(=NC1)NC1=C(C=C(C(=C1)Cl)N1CCC(CC1)N1CCN(CCC1)C)Cl)NC1=CC2=C(CCO2)C=C1NS(=O)(=O)C N-(6-((5-chloro-2-((2,5-dichloro-4-(4-(4-methyl-1,4-diazepan-1-yl)piperidine-1-yl)phenyl)amino)pyrimidin-4-yl)amino)-2,3-dihydrobenzofuran-5-yl)methanesulfonamide